IC=1C(N(N(C1)COCC[Si](C)(C)C)C)=O iodo-2-methyl-1-((2-(trimethylsilyl)ethoxy)methyl)-1,2-dihydro-3H-pyrazol-3-one